C(C1CO1)OC1=C2C=CC=C(C2=CC=C1)C1(C2=CC=CC=C2C=2C=CC=CC12)C1=CC=CC2=C(C=CC=C12)OCC1CO1 9,9-bis(5-glycidyloxynaphthalen-1-yl)-9H-fluorene